ClC=1C=C(C=NC1N1N=CC=N1)NC(=O)[C@H]1C[C@@](C2=C1C=NC=1N2N=C(C1)F)(C1=CC=NN1C)C (6S,8R)-N-(5-chloro-6-(2H-1,2,3-triazol-2-yl)pyridin-3-yl)-2-fluoro-8-methyl-8-(1-methyl-1H-pyrazol-5-yl)-7,8-dihydro-6H-cyclopenta[e]pyrazolo[1,5-a]pyrimidine-6-carboxamide